ClC1=CC=C(C(=N1)C#N)N1CCC(CC1)C1=NC2=C(C=C(C=C2C(N1C)=O)C)[C@@H](C)NC=1C(=NC(=CC1)Cl)C(=O)O 3-[(R)-1-{2-[1-(6-chloro-2-cyano-3-pyridyl)-4-piperidyl]-3-methyl-6-methyl-4-oxo-8-quinazolinyl}ethylamino]-6-chloro-2-pyridinecarboxylic acid